N-((4-(3-(2,3-dihydro-4H-pyrido[3,2-b][1,4]oxazin-4-yl)phenyl)pyridin-2-yl)methyl)-2,3-dihydro-5H-benzo[e][1,4]oxathiepine-8-carboxamide 1,1-dioxide O1C2=C(N(CC1)C=1C=C(C=CC1)C1=CC(=NC=C1)CNC(=O)C=1C=CC3=C(S(CCOC3)(=O)=O)C1)N=CC=C2